C(C)(=O)O[C@H](C=O)[C@@H](OC(C)=O)[C@H](OC(C)=O)[C@H](OC(C)=O)COC(C)=O D-mannose pentaacetate